cis-4-[5-(3,4-difluorophenyl)-6-isopropyl-1H-pyrrolo[2,3-f]indazol-7-yl]-1-hydroxy-cyclohexanecarboxylic acid FC=1C=C(C=CC1F)N1C(=C(C2=C1C=C1C=NNC1=C2)C2CCC(CC2)(C(=O)O)O)C(C)C